3-(3-bromo-5-chloro-pyrazolo[1,5-a]pyrimidin-2-yl)benzonitrile BrC=1C(=NN2C1N=C(C=C2)Cl)C=2C=C(C#N)C=CC2